FC(C(=O)O)(F)F.O=C1NC(CCC1N1C(C2=CC=CC(=C2C1)NCC=1N=CN(C1)CC(=O)O)=O)=O 2-[4-[[[2-(2,6-dioxo-3-piperidyl)-1-oxo-isoindolin-4-yl]amino]methyl]imidazol-1-yl]acetic acid trifluoroacetate